Cyclohexane-1,2-dicarboxylic acid C1(C(CCCC1)C(=O)O)C(=O)O